C12(CC3CC(CC(C1)C3)C2)CC(=O)N[C@H](C(=O)N[C@H](C(=O)N[C@H](C(C(=O)NC2CC2)=O)CCC)C2CCCCC2)C(C)(C)C (S)-3-((S)-2-((S)-2-(2-((3S,5S,7S)-adamantan-1-yl)acetamido)-3,3-dimethylbutanamido)-2-cyclohexylacetamido)-N-cyclopropyl-2-oxohexanamide